N-(6-(7-ethoxy-6-fluoro-5-methyl-1H-indazol-4-yl)benzo[d]thiazol-2-yl)-2-fluorocyclopropanecarboxamide C(C)OC=1C(=C(C(=C2C=NNC12)C1=CC2=C(N=C(S2)NC(=O)C2C(C2)F)C=C1)C)F